C\C(=C/CC=1C(=C(C(=O)O)C(=CC1O)CCC(CC)C)OC[C@H]1CO[C@@H]([C@H]([C@@H]1O)O)O)\CCC=C(C)C 3-[(2E)-3,7-dimethylocta-2,6-dien-1-yl]-4-hydroxy-6-(3-methylpentyl)-2-{[(3S,4R,5S,6S)-4,5,6-trihydroxyoxan-3-yl]methoxy}benzoic acid